CS(=O)(=O)OC(C)C propan-2-yl methanesulfonate